C(C)(=O)O[C@H]1[C@@H](SC=2C=NC=C(C2)Br)O[C@@H]([C@@H]([C@@H]1N1N=NC(=C1)C=1SC=CC1)OC(C)=O)COC(C)=O 5-Bromopyridin-3-yl 2,4,6-tri-O-acetyl-3-deoxy-3-[4-(2-thienyl)-1H-1,2,3-triazol-1-yl]-1-thio-alpha-D-galactopyranoside